11-Hydroxy-6-methyl-3-phenoxy-6,11-dihydrodibenzo[c,f][1,2]thiazepine 5,5-dioxide OC1C2=C(N(S(C3=C1C=CC(=C3)OC3=CC=CC=C3)(=O)=O)C)C=CC=C2